ClC1=CC(=C(CC=2N=C3N(C=CC(=C3)C(=O)N[C@@H](CO)C3=CC=C(C=C3)S(=O)(=O)CC)C2CC)C=C1)C(F)(F)F (R)-2-(4-chloro-2-(trifluoromethyl)benzyl)-3-ethyl-N-(1-(4-(ethylsulfonyl)phenyl)-2-hydroxyethyl)imidazo[1,2-a]Pyridine-7-carboxamide